2-bromo-5-(1-methoxyethyl)pyridine Methyl-3-chloropicolinate COC(C1=NC=CC=C1Cl)=O.BrC1=NC=C(C=C1)C(C)OC